C(#N)C[C@H](C(=O)N[C@@H](C(C)(C)O)C1=CC=C(C=C1)OCC(CCC)C)C1=CC=CC=C1 (2S)-3-cyano-N-((1R)-2-hydroxy-2-methyl-1-(4-((2-methylpentyl)oxy)phenyl)propyl)-2-phenylpropanamide